5-amino-5'-methylthio-3,3'-hexamethylenebis(1H-1,2,4-triazole) NC(CCCCC1=NNC=N1)CC1=NNC(=N1)SC